[N+](=O)([O-])C1=C(C=C(CCN2CCOCC2)C=C1)N1CCCCC1 4-(4-nitro-3-(piperidin-1-yl)phenethyl)morpholine